C(#N)CN1C(N(C2=C1C=CC(=C2)S(=O)(=O)NC2(CC2)CF)C2=NC(=NS2)C)=O 1-(cyanomethyl)-N-[1-(fluoromethyl)cyclopropyl]-3-(3-methyl-1,2,4-thiadiazol-5-yl)-2-oxo-benzimidazole-5-sulfonamide